4-[3-chloro-4-(1-methyl-1H-imidazol-2-ylsulfonyl)-phenylamino]-6-methoxy-7-(3-morpholin-4-yl-propoxy)-quinoline-3-carbonitrile ClC=1C=C(C=CC1S(=O)(=O)C=1N(C=CN1)C)NC1=C(C=NC2=CC(=C(C=C12)OC)OCCCN1CCOCC1)C#N